1-(2-aminoethyl)-N-((3-fluoropyridin-2-yl)methyl)-1H-1,2,3-triazole-4-carboxamide hydrochloride Cl.NCCN1N=NC(=C1)C(=O)NCC1=NC=CC=C1F